C(C)(=O)OC1=C(C=C(C=C1)\C=C\C(=O)OCC1=CC=C(C=C1)C)OC(C)=O (E)-4-(3-((4-methylbenzyl)oxy)-3-oxoprop-1-en-1-yl)-1,2-phenylene diacetate